C1=C(C=CC=2OC3=C(C21)C=CC=C3)C(C)(C)O 2-(dibenzo[b,d]furan-2-yl)propan-2-ol